CON1C(C(=CC=C1C(F)(F)F)NC)=O 1-methoxy-3-(methylamino)-6-(trifluoromethyl)pyridin-2-one